N-((1R,2S)-2-Hydroxycyclopentyl)-4-oxo-5-(4-phenoxyphenyl)-4,5-dihydro-3H-1-thia-3,5,8-triazaacenaphthylene-2-carboxamide O[C@@H]1[C@@H](CCC1)NC(=O)C=1SC=2N=CC=C3N(C(NC1C23)=O)C2=CC=C(C=C2)OC2=CC=CC=C2